N1=CC=C(C=C1)C=1C=C(C=NC1)C1=CC=C(C=C1)N1C(CCC1)=O 1-[4-[5-(4-pyridyl)-3-pyridyl]phenyl]pyrrolidin-2-one